FC1=C(C(=CC(=C1)OCCN1CC(C1)CF)F)[C@H]1N([C@@H](CC2=C1NC1=CC=CC=C21)C)C(C(C)(C)C)=O 1-[(1R,3R)-1-[2,6-difluoro-4-[2-[3-(fluoromethyl)azetidin-1-yl]ethoxy]phenyl]-3-methyl-1,3,4,9-tetrahydropyrido[3,4-b]indol-2-yl]-2,2-dimethyl-propan-1-one